3-(5-methyl-1,3-thiazol-2-yl)-5-(1,3-thiazol-2-yloxy)benzoic acid CC1=CN=C(S1)C=1C=C(C(=O)O)C=C(C1)OC=1SC=CN1